COC1=C(C=C(C=N1)C=1C=C2C(=CC=NC2=CC1)N1[C@H](CN(CC1)C(=O)O)C)[N+](=O)[O-] (S)-4-(6-(6-methoxy-5-nitropyridin-3-yl)quinolin-4-yl)-3-methylpiperazine-1-carboxylic acid